ClC=1C=C(C(=NC1)OC)S(=O)(=O)NC1=C(C(=C(C=C1)F)C#C)F 5-chloro-N-(3-ethynyl-2,4-difluorophenyl)-2-methoxypyridine-3-sulfonamide